N-(1-phenylethyl)aniline C1(=CC=CC=C1)C(C)NC1=CC=CC=C1